C1(CCCC1)N1C(=CC2=C1N=C(N=C2)NC2=NC=C(C=C2)N2CCN(CC2)CC2=C(C=C(C=C2)N2C(NC(CC2)=O)=O)F)C(=O)N(C)C 7-cyclopentyl-2-((5-(4-(4-(2,4-dioxotetrahydropyrimidin-1(2H)-yl)-2-fluorobenzyl)piperazin-1-yl)pyridin-2-yl)amino)-N,N-dimethyl-7H-pyrrolo[2,3-d]pyrimidine-6-carboxamide